3-(6-(difluoromethoxy)-5-(pyrrolidin-3-yloxy)pyrazin-2-yl)-1H-indole-7-carbonitrile FC(OC1=C(N=CC(=N1)C1=CNC2=C(C=CC=C12)C#N)OC1CNCC1)F